tert-Butyl 11-azatricyclo[6.2.1.02,7]undeca-2,4,6-triene-11-carboxylate hydrochloride Cl.C12C3=CC=CC=C3C(CC1)N2C(=O)OC(C)(C)C